2-[1H-benzimidazol-2-yl-(5-fluoro-2-hydroxy-phenyl)methyl]-8-fluoro-6-[4-(1-methyl-4-piperidinyl)phenyl]Isoquinolin-1-one N1C(=NC2=C1C=CC=C2)C(N2C(C1=C(C=C(C=C1C=C2)C2=CC=C(C=C2)C2CCN(CC2)C)F)=O)C2=C(C=CC(=C2)F)O